morpholino(1-(3-(pyridin-4-yl)-1,2,4-oxadiazol-5-yl)piperidin-4-yl)methanone O1CCN(CC1)C(=O)C1CCN(CC1)C1=NC(=NO1)C1=CC=NC=C1